FC1=C(C(=CC=C1)F)C1=CC(=NC(=C1)C1=CC=CC=C1)[NH-] (4-(2,6-difluoro-phenyl)-6-phenyl-pyridin-2-yl)-amide